COC(C1=C(C=CC=C1OC)C#N)=O 2-cyano-6-methoxy-benzoic acid methyl ester